(±)-phenethyl 2-((2-(naphthalen-2-yl)vinyl)oxy)propanoate C1=C(C=CC2=CC=CC=C12)C=CO[C@@H](C(=O)OCCC1=CC=CC=C1)C |r|